N-isopropyl-1H-tetrazole C(C)(C)N1N=NN=C1